Nε-Lauroyl-lysin C(CCCCCCCCCCC)(=O)NCCCC[C@H](N)C(=O)O